CN(C1=CC=C(C=N1)C1=CC=C(CN(C(=O)C2CCCCC2)C2=NC(=NC=C2)C2=C3C=CN=CC3=CC=C2)C=C1)C N-(4-(6-(Dimethylamino)pyridin-3-yl)benzyl)-N-(2-(isoquinolin-5-yl)pyrimidin-4-yl)cyclohexanecarboxamide